Methyl 2-[[(1R)-1-(hydroxymethyl)-3,3-dimethyl-butyl]amino]spiro[3.3]heptane-6-carboxylate OC[C@@H](CC(C)(C)C)NC1CC2(C1)CC(C2)C(=O)OC